6-(3-amino-5-fluoro-6-(4-morpholino-3-(piperidin-1-ylmethyl)phenyl)pyrazin-2-yl)-3,4-dihydroisoquinolin-1(2H)-one NC=1C(=NC(=C(N1)F)C1=CC(=C(C=C1)N1CCOCC1)CN1CCCCC1)C=1C=C2CCNC(C2=CC1)=O